Cl[Si](C)(C)C(C#N)CC [chloro(dimethyl)silyl]butanenitrile